4-((2-((tert-butoxycarbonyl)amino)-1-carboxyethyl)amino)-4-oxobut-2-enoic acid C(C)(C)(C)OC(=O)NCC(C(=O)O)NC(C=CC(=O)O)=O